(1R,2R)-2-fluoro-N-[3-(5-methoxy-1H-indazol-6-yl)-1H-pyrrolo[2,3-b]pyridin-6-yl]cyclopropane-1-carboxamide F[C@H]1[C@H](C1)C(=O)NC1=CC=C2C(=N1)NC=C2C2=C(C=C1C=NNC1=C2)OC